C(C(C)C)C=1N(C2=C(C=NC(=C2)C2=NC(=NS2)C)N1)[C@H]1C[C@H](CCC1)N (1S,3R)-3-(2-isobutyl-6-(3-methyl-1,2,4-thiadiazol-5-yl)-1H-imidazo[4,5-c]pyridine-1-yl)cyclohexan-1-amine